N1CC(C1)CNC1=NSC(=N1)N1CCOCC1 N-(azetidin-3-ylmethyl)-5-morpholino-1,2,4-thiadiazol-3-amine